tert-Butyl 4-(4-[3-cyano-4-[(1R)-1-cyclopropylethoxy] pyrazolo[1,5-a]pyridin-6-yl]-5-methyl-1,2,3-triazol-1-yl)piperidine-1-carboxylate C(#N)C=1C=NN2C1C(=CC(=C2)C=2N=NN(C2C)C2CCN(CC2)C(=O)OC(C)(C)C)O[C@H](C)C2CC2